(S)-4-(cyclopropylethynyl)-4-(1,1-difluoroethyl)-6-fluoro-7-((3-(methoxymethyl)-1H-1,2,4-triazol-1-yl)methyl)-3,4-dihydroquinazolin-2(1H)-one C1(CC1)C#C[C@@]1(NC(NC2=CC(=C(C=C12)F)CN1N=C(N=C1)COC)=O)C(C)(F)F